tetrakis(o-methylbenzoyl)germane CC1=C(C(=O)[Ge](C(C2=C(C=CC=C2)C)=O)(C(C2=C(C=CC=C2)C)=O)C(C2=C(C=CC=C2)C)=O)C=CC=C1